1,4-Bis[(glycidoxy)methyl]cyclohexane C(C1CO1)OCC1CCC(CC1)COCC1CO1